ClC1=C(C(=CC=C1Cl)O)C1CC(N(C1)C1=CN=CN1C)=S 4-(2,3-dichloro-6-hydroxyphenyl)-1-(1-methyl-1H-imidazol-5-yl)pyrrolidine-2-thione